C(CCCCCCCCC)C1=CC=C(S1)C=1SC(=CC1)C=1SC(=CC1)C=1SC(=CC1)CCCCCCCCCC 5,5'''-didecyl-2,2':5',2'':5'',2'''-quaterthiophene